S[SiH3] Mercaptosilan